1-((2R,4R,SR)-3,3-difluoro-4-hydroxy-5-(hydroxymethyl)tetrahydrofuran-2-yl)-4-(((4-methoxyphenyl)diphenylmethyl)amino)pyrimidin-2(1H)-one FC1([C@@H](O[C@H]([C@H]1O)CO)N1C(N=C(C=C1)NC(C1=CC=CC=C1)(C1=CC=CC=C1)C1=CC=C(C=C1)OC)=O)F |&1:4|